Cl.COC([C@H](CC1=CC=C(C=C1)OCC1=CC=CC=C1)N)=O (S)-2-amino-3-(4-(benzyloxy)phenyl)propionic acid methyl ester hydrochloride